C(CC)N1N=CC2=CC=CC=C12 1-propylindazole